N1=CN=CC(=C1)NC1=CC=C2C=NC(=NC2=C1)CSC1CCOCC1 7-(Pyrimidin-5-ylamino)-2-(((tetrahydro-2H-pyran-4-yl)thio)methyl)quinazolin